(R)-4-chloro-5-(3-((2-(1,3,5-trimethyl-1H-pyrazol-4-yl)pyridin-4-yl)oxy)pyrrolidin-1-yl)pyridazin-3(2H)-one ClC=1C(NN=CC1N1C[C@@H](CC1)OC1=CC(=NC=C1)C=1C(=NN(C1C)C)C)=O